(S)-3-(6-fluoropyridin-2-yl)-6-((1-phenylethyl)amino)pyrimidine-2,4(1H,3H)-dione FC1=CC=CC(=N1)N1C(NC(=CC1=O)N[C@@H](C)C1=CC=CC=C1)=O